BrC=1C=C2C(=NC1)N(C=C2C2=CC=C(C=C2)S(=O)(=O)C)S(=O)(=O)C2=CC=C(C)C=C2 5-bromo-3-(4-(S-methylsulfonyl)phenyl)-1-tosyl-1H-pyrrolo[2,3-b]pyridine